4-chloro-6-(4-ethylpiperazin-1-yl)pyrimidine ClC1=NC=NC(=C1)N1CCN(CC1)CC